CN(C1=CC(=C(C(=O)NC2CCC(CC2)NC2=CC(=NC3=CC=CC=C23)C(F)(F)F)C=C1)OC)C 4-(dimethylamino)-2-methoxy-N-[(1s,4s)-4-{[2-(trifluoromethyl)quinolin-4-yl]amino}cyclohexyl]benzamide